C(C)(CC)S(=O)(=O)C=1N=C(C(=NC1)N)C1=CC=CC=C1 sec-butylsulfonylphenylpyrazin-2-amine